3-(1,3-dimethylbutylidene)aminopropyltrimethoxysilane CC(CC(C)C)=NCCC[Si](OC)(OC)OC